2-((2-(2-(tert-butyl)pyridin-4-yl)-1H-indol-5-yl)sulfonyl)acetic acid C(C)(C)(C)C1=NC=CC(=C1)C=1NC2=CC=C(C=C2C1)S(=O)(=O)CC(=O)O